BrC=1C(N(C(=CC1OCC1=C(C=C(C=C1)F)F)C)C1=C(C(=O)NC)C=CC(=C1)C(=O)NC)=O 2-[3-bromo-4-[(2,4-difluorobenzyl)oxy]-6-methyl-2-oxopyridin-1(2H)-yl]-N,N'-dimethylterephthalamide